C(C([2H])([2H])[2H])OC=1C(=CC=2C(=C3C(=NC2C1)CCC3)N[C@H]3CNCCC3)OCC([2H])([2H])[2H] (3R)-N-[6,7-di(2H3)ethoxy-1H,2H,3H-cyclopenta[b]quinolin-9-yl]piperidin-3-amine